(4R,5S)-5-fluoro-1-[4-({8-[(2S,3R)-3-(methanesulfonylmeth-yl)-2-methylazetidin-1-yl]-5-(propan-2-yl)isoquinolin-3-yl}amino)pyrimidin-2-yl]-3,3-dimethylpiperidin-4-ol F[C@@H]1[C@@H](C(CN(C1)C1=NC=CC(=N1)NC=1N=CC2=C(C=CC(=C2C1)C(C)C)N1[C@H]([C@@H](C1)CS(=O)(=O)C)C)(C)C)O